BrCCC1=NC=C(C=C1)OC 2-(bromoethyl)-5-methoxypyridine